CN1CCN(CC1)C1=CC=C(C=N1)S(=O)(=O)NC1=C(N=CS1)C(=O)O 5-[6-(4-methylpiperazin-1-yl)pyridin-3-ylsulfonylamino]-1,3-thiazole-4-carboxylic acid